ClC1=NC=CC(=C1Cl)NN 2,3-dichloro-4-hydrazinopyridine